C1(=CC=CC=C1)N(C1=C(C=CC=C1C1=CC=CC=2C3=CC=CC=C3NC12)C1=CC=CC=C1)C1=C(C=CC=C1)C1=CC=CC=C1 (phenyl)(biphenylyl)(carbazolylbiphenylyl)amine